(1R,3S)-N-((S)-1-(5-(2-methoxyquinolin-3-yl)-1H-imidazol-2-yl)-7-oxononyl)-5-methyl-5-azaspiro[2.4]heptane-1-carboxamide COC1=NC2=CC=CC=C2C=C1C1=CN=C(N1)[C@H](CCCCCC(CC)=O)NC(=O)[C@@H]1C[C@@]12CN(CC2)C